6-bromo-2-{[(2-hydroxy-2-methylpropyl)amino]methyl}thieno[3,2-d]pyrimidin-4(3H)-one BrC1=CC=2N=C(NC(C2S1)=O)CNCC(C)(C)O